OCC1=CC=C(C=C1)C=1N=CC(=NC1C1=CC=CC=C1)N1CCN(CC1)CC1=CC=CC=C1 (4-(5-(4-(hydroxymethyl)phenyl)-6-phenylpyrazin-2-yl)piperazin-1-yl)(phenyl)methane